C12(CC(C1)C2)N2C(C(N(CC2)CC2=NC=C(C=C2)C2=CC=CC=C2)=O)=O 1-(bicyclo[1.1.1]pentan-1-yl)-4-((5-phenylpyridin-2-yl)methyl)piperazine-2,3-dione